[Na+].[Na+].O[C@@H](C(=O)N[C@H]1[C@H]2SCC(=C(N2C1=O)C(=O)[O-])CSC1=NN=NN1CS(=O)(=O)[O-])C1=CC=CC=C1 (6R,7R)-7-[(R)-α-hydroxyphenylacetamido]-8-oxo-3-[[[1-sulfomethyl-1H-tetrazol-5-yl]thio]methyl]-5-thia-1-azabicyclo[4.2.0]oct-2-ene-2-carboxylic acid disodium salt